FC1=CC=C(C=C1)C1=NC2=C(N1C1=CC=NC=C1)CCCC2 2-(4-fluorophenyl)-1-(pyridin-4-yl)-4,5,6,7-tetrahydro-1H-benzo[d]Imidazole